6-(1-(1-isobutylazepan-4-yl)piperidin-4-yl)-1,4-dimethyl-2-(4-(methylsulfonyl)phenyl)-1H-benzo[d]imidazole C(C(C)C)N1CCC(CCC1)N1CCC(CC1)C=1C=C(C2=C(N(C(=N2)C2=CC=C(C=C2)S(=O)(=O)C)C)C1)C